ClC(N(S(=O)F)S(=O)(=O)N(C)C)(C1=CC=C(C=C1)C)Cl dichloro-N-((dimethylamino)sulfonyl)-fluoro-N-(p-tolyl)methylsulfinamide